4-ketoglutarate O=C(CCC(=O)[O-])C(=O)[O-]